FC1(OC2=C(O1)C=CC(=C2)C(N2CCNCC2)C2=CC1=C(OC(O1)(F)F)C=C2)F 1-(bis(2,2-difluorobenzo[d][1,3]dioxol-5-yl)methyl)piperazine